ClC=1N=C(C2=C(N1)C(=CS2)C2=C(C(=NN2C)C)Cl)N2[C@@H](COCC2)C (R)-4-(2-chloro-7-(4-chloro-1,3-dimethyl-1H-pyrazol-5-yl)thieno[3,2-d]Pyrimidine-4-yl)-3-methylmorpholine